ClC1=CC=C(C=C1)C1=CC=NC=N1 6-(4-chlorophenyl)pyrimidine